NC1=NC=CC=C1C(=O)N1CCN(CC1)C1=CC(=CC=C1)Cl (2-aminopyridin-3-yl)(4-(3-chlorophenyl)piperazin-1-yl)methanone